tert-Butyl (2R,4S)-2-ethynyl-4-(pyridin-2-yloxy)pyrrolidine-1-carboxylate C(#C)[C@@H]1N(C[C@H](C1)OC1=NC=CC=C1)C(=O)OC(C)(C)C